1-(2-Aminocyclopentyl)-1H-pyrrole-3-carboxylic acid methyl ester COC(=O)C1=CN(C=C1)C1C(CCC1)N